N4-(3-chloro-2-fluoro-phenyl)-7-[2-[(1S,5R)-3-isopropyl-3-azabicyclo[3.1.0]hexan-1-yl]ethynyl]quinazoline-4,6-diamine ClC=1C(=C(C=CC1)NC1=NC=NC2=CC(=C(C=C12)N)C#C[C@]12CN(C[C@@H]2C1)C(C)C)F